4,4'-bi-1,3,2-dioxathiolane-2,2,2',2'-tetraoxide O1S(OC(C1)C1OS(OC1)(=O)=O)(=O)=O